ClC1=C(C(=O)O)C=C(C=C1)C1=CC(=CC=C1)CNC=1C=C2CN(C(C2=CC1)=O)C1CCCC1 2-Chloro-5-(3-{[(2-cyclopentyl-1-oxoisoindolin-5-yl)amino]methyl}phenyl)benzoic acid